C(N)(=N)C=1C=C(SC1)[C@@H](CC(C)C)NC(=O)[C@H]1N(CC2(OCCO2)C1)C(CNC(CCCOC1=CC=CC=C1)=O)=O (S)-N-((R)-1-(4-carbamimidoylthiophen-2-yl)-3-methylbutyl)-7-((4-phenoxybutanoyl)glycyl)-1,4-dioxa-7-azaspiro[4.4]nonane-8-carboxamide